ClC=1C=NC(=NC1)NC(CN1C=2N(C3=C(C1=O)C=CC(=N3)C(F)(F)F)N=CC2)=O N-(5-Chloropyrimidin-2-yl)-2-(5-oxo-8-(trifluoromethyl)pyrazolo[1,5-a]pyrido[3,2-e]pyrimidin-4(5H)-yl)acetamide